tert-butyl (E)-((2-((1-acetyl-3-oxoindolin-2-ylidene)methyl) benzo[d]thiazol-6-yl)methyl)(tetrahydro-2H-pyran-4-yl)carbamate C(C)(=O)N1\C(\C(C2=CC=CC=C12)=O)=C\C=1SC2=C(N1)C=CC(=C2)CN(C(OC(C)(C)C)=O)C2CCOCC2